C(=O)C1=C(C2=C(S1)C=CC(=C2)O)C(=O)OC methyl 2-formyl-5-hydroxy-benzo[b]thiophene-3-carboxylate